C(C)OC(=O)C1=C(N=C(N1CCN)Br)C(F)(F)F.CS(=O)(=O)C1=CC=C(C=C1)C1=CC=C(C=C1)S(=O)(=O)N1CC(CCC1)C(=O)NC1=CC=C(C=C1)C (4'-(methylsulfonyl)-[1,1'-biphenyl]-4-sulfonyl)-N-(p-tolyl)piperidine-3-carboxamide ethyl-1-(2-aminoethyl)-2-bromo-4-(trifluoromethyl)-1H-imidazole-5-carboxylate